FC(OC1=CC=C(C=C1)C1=CN=C2N1C=CN=C2NC2=CC(=C(C(=O)NCCOCCN1CCCCC1)C=C2)C)F 4-[[3-[4-(difluoromethoxy)phenyl]imidazo[1,2-a]pyrazin-8-yl]amino]-2-methyl-N-[2-[2-(1-piperidyl)ethoxy]ethyl]benzamide